4-acrylamidomethylbenzenesulfonic acid C(C=C)(=O)NCC1=CC=C(C=C1)S(=O)(=O)O